C(C)SC[C@@H]1CN(CCC1)C(=O)OC(C)(C)C tert-butyl (3S)-3-(ethylsulfanylmethyl)piperidine-1-carboxylate